ClC=1N=C(C2=C(N1)N(C=C2)CC2CCCCC2)NC=2N=CN(C2)C2=CC(=C(C(=C2)OC)OC)OC 2-chloro-7-(cyclohexylmethyl)-N-(1-(3,4,5-trimethoxyphenyl)-1H-imidazol-4-yl)-7H-pyrrolo[2,3-d]pyrimidin-4-amine